C1(CC1)C1=CC=C(C=N1)C1=CN=C(N1)[C@H](CCCCCC(CC)=O)NC(=O)[C@H]1CC12CCN(CC2)C (S)-N-((S)-1-(5-(6-cyclopropylpyridin-3-yl)-1H-imidazol-2-yl)-7-oxononyl)-6-methyl-6-azaspiro[2.5]octane-1-carboxamide